CC=1C=NC=CC1CNC(OC(C)(C)C)=O tert-butyl [(3-methylpyridin-4-yl)methyl]carbamate